3-methyl-piperidine-3-carboxylic acid methyl ester COC(=O)C1(CNCCC1)C